F[C@H]1CN(CC1)CC1=CC2=C(C(N(C=C2C(F)(F)F)C2=CC(=CC=C2)C2(CCC2)C2=NN=CN2C)=O)N1 2-[[(3R)-3-fluoropyrrolidin-1-yl]methyl]-6-[3-[1-(4-methyl-1,2,4-triazol-3-yl)cyclobutyl]phenyl]-4-(trifluoromethyl)-1H-pyrrolo[2,3-c]pyridin-7-one